7-fluoro-6-hydroxy-4-isopropyl-2-(2-methoxy-5-methylpyridin-4-yl)isoquinolin-1(2H)-one FC1=C(C=C2C(=CN(C(C2=C1)=O)C1=CC(=NC=C1C)OC)C(C)C)O